BrC1=CN=C2N1N=CC(=C2OCC)C(=O)OC methyl 3-bromo-8-ethoxyimidazo[1,2-b]pyridazine-7-carboxylate